(5-(4-(3-aminoprop-1-yn-1-yl)phenyl)furan-2-yl)(4-(piperidin-4-ylmethyl)piperazin-1-yl)methanone NCC#CC1=CC=C(C=C1)C1=CC=C(O1)C(=O)N1CCN(CC1)CC1CCNCC1